dicyclopentyl-bis(propoxymethyl)silane C1(CCCC1)[Si](COCCC)(COCCC)C1CCCC1